(1R,3S,5R)-2-(2-(3-acetyl-5-(2-methylpyrimidin-5-yl)-1H-indazol-1-yl)acetyl)-5-methyl-2-azabicyclo[3.1.0]hexane-3-carboxylic acid C(C)(=O)C1=NN(C2=CC=C(C=C12)C=1C=NC(=NC1)C)CC(=O)N1[C@@H]2C[C@@]2(C[C@H]1C(=O)O)C